Cl.C1CCC12NCC(C2)N2C1=C(OCC2)C=C(C=C1C1=C2C(=NC=C1)C=C(S2)CN2C(CCC2=O)=O)C(F)(F)F 1-((7-(4-(5-azaspiro[3.4]octan-7-yl)-7-(trifluoromethyl)-3,4-dihydro-2H-benzo[b][1,4]oxazin-5-yl)thieno[3,2-b]pyridin-2-yl)methyl)pyrrolidine-2,5-dione, hydrochloride